CNC1=NC2=CC=C(C=C2C(=N1)N[C@H](C)C1=CC(=CC(=C1)C(F)(F)F)[N+](=O)[O-])N1CCOCC1 (R)-N2-methyl-6-morpholino-N4-(1-(3-nitro-5-(trifluoromethyl)phenyl)ethyl)quinazoline-2,4-diamine